(1S,3R)-2-acryloyl-1-(benzo[d][1,3]dioxol-5-yl)-N-methyl-2,3,4,9-tetrahydro-1H-pyrido[3,4-b]indole-3-carboxamide C(C=C)(=O)N1[C@H](C=2NC3=CC=CC=C3C2C[C@@H]1C(=O)NC)C1=CC2=C(OCO2)C=C1